C(C1=CC=CC=C1)(C1=CC=CC=C1)(C1=CC=CC=C1)N1N=CC(=C1)C(C)=O 1-(1-tritylpyrazol-4-yl)ethanone